tin n-octanoate C(CCCCCCC)(=O)[O-].[Sn+4].C(CCCCCCC)(=O)[O-].C(CCCCCCC)(=O)[O-].C(CCCCCCC)(=O)[O-]